COC(=O)N1CCC(CC1)CN1C(OC2([C@H](C1)CCCC)CCN(CC2)C2(CCN(CC2)C(=O)C=2C(=NC=NC2C)C)C)=O 4-{(S)-5-Butyl-9-[1-(4,6-dimethyl-pyrimidine-5-carbonyl)-4-methyl-piperidin-4-yl]-2-oxo-1-oxa-3,9-diaza-spiro[5.5]undec-3-ylmethyl}-piperidine-1-carboxylic acid methyl ester